tert-butyl N-[2-[2-[2-[2-[2,3-bis(non-8-enoxy)propoxy]ethoxy]ethoxy]ethoxy]ethyl]carbamate C(CCCCCCC=C)OC(COCCOCCOCCOCCNC(OC(C)(C)C)=O)COCCCCCCCC=C